2-tertiary butyl-5-vinyl-phenol C(C)(C)(C)C1=C(C=C(C=C1)C=C)O